piperonyl-butyne C(C1=CC=2OCOC2C=C1)C#CCC